CN1CCC2(CC1)CCN(CC2)C2=CC=C(C=C2)[N+](=O)[O-] 3-methyl-9-(4-nitrophenyl)-3,9-diazaspiro[5.5]undecane